C(C)C=1C=NN2C1N=C(C=C2NCC=2C=NC(=CC2)OCCOCC2CCN(CC2)CC2CCNCC2)N2[C@@H](CCCC2)C(C)O ((S)-1-[3-ethyl-7-[[6-[2-[[1-(4-piperidylmethyl)-4-piperidyl]methoxy]ethoxy]-3-pyridyl]methylamino]pyrazolo[1,5-a]pyrimidin-5-yl]-2-piperidyl)ethanol